C(C)(C)OC(=O)C1=CC2=C(N(C(=N2)C=2NC3=CC(=CC=C3C2)[C@@H](C)NC(=O)OC(C)(C)C)C)C(=C1)OC (R)-2-(6-(1-((tert-butoxycarbonyl)amino)ethyl)-1H-indol-2-yl)-7-methoxy-1-methyl-1H-benzo[d]imidazole-5-carboxylic acid isopropyl ester